(2-(3-cyclopropylmethoxy-4-methoxyphenyl)-2-hydroxypent-3-yn-1-yl)-2,6-dimethylpyridin-4(1H)-one C1(CC1)COC=1C=C(C=CC1OC)C(CN1C(=CC(C=C1C)=O)C)(C#CC)O